4-Ethyl-5-(2-isobutylphenyl)-9,9-dioxo-2-oxa-9λ6-thia-6,8,15,23-tetrazatetracyclo[15.3.1.13,7.110,14]tricosa-1(21),3,5,7(23),10,12,14(22),17,19-nonaen-16-one C(C)C1=C2OC=3C=CC=C(C(NC=4C=CC=C(S(NC(N=C1C1=C(C=CC=C1)CC(C)C)=N2)(=O)=O)C4)=O)C3